C(CC(O)(C(=O)O)CC(=O)O)(=O)O.CC=1C=CC(N(C1)C1=NC(=C(N=C1C)C)C)=O 5-methyl-1-(3,5,6-trimethylpyrazin-2-yl)pyridin-2(1H)-one citrate